FC=1C=C(C=NC1)S(=O)(=O)N([C@@H](C(F)(F)F)C1=CC=C(C=C1)OC)C (R)-5-fluoro-N-methyl-N-(2,2,2-trifluoro-1-(4-methoxyphenyl)ethyl)pyridine-3-sulfonamide